CC1(NC[C@H](C1)C)C (4S)-2,2,4-trimethylpyrrolidine